5-meth-oxy-3-methyl-pyrazin-2-amine COC=1N=C(C(=NC1)N)C